2-N-(6-cyclopropoxy-2-((1r,4r)-4-formylcyclohexyl)-2H-indazol-5-yl)-6-(1,1-difluoroethyl)picolinamide C1(CC1)OC=1C(=CC2=CN(N=C2C1)C1CCC(CC1)C=O)NC(C1=NC(=CC=C1)C(C)(F)F)=O